(R)-2-Chloro-4-((1-(hydroxymethyl)cyclobutyl-2,2,3,3,4,4-d6)amino)-6,7-dihydrothieno[3,2-d]pyrimidine 5-oxide ClC=1N=C(C2=C(N1)CC[S@]2=O)NC2(C(C(C2([2H])[2H])([2H])[2H])([2H])[2H])CO